P(O)(O)O.P(O)(O)O.P(O)(O)O.C(CCCCCCCCCCCC)C(C(C(C(C1=C(C=C(C(=C1)C(C)(C)C)O)C)(C1=C(C=C(C(=C1)C(C)(C)C)O)C)CCCCCCCCCCCCC)(CCCCCCCCCCCCC)CCCCCCCCCCCCC)(C1=C(C=C(C(=C1)C(C)(C)C)O)C)CCCCCCCCCCCCC)CCCCCCCCCCCCC hexakis(tridecyl)-1,1,3-tris(2-methyl-4-hydroxy-5-t-butylphenyl)butane triphosphite